N-(3-cyano-4-fluoro-1H-indol-7-yl)-1-(fluoromethyl)pyrazole-4-sulfonamide C(#N)C1=CNC2=C(C=CC(=C12)F)NS(=O)(=O)C=1C=NN(C1)CF